octahydro-2H-quinolizin C1CCCN2CCCCC12